C(C)(C)(C)OC(NCC1=CC=C(C=C1)N(C)C(C1=CC=C(C=C1)C(NC1=CC=C(C=C1)Br)=O)=O)=O (4-{[4-(4-bromo-phenylcarbamoyl)-benzoyl]-methyl-amino}-benzyl)-carbamic acid tert-butyl ester